C(C)(C)(C)OC(=O)N1[C@@H](CCC1)\C=C/1\C(N(CC1)C(=O)OC(C)(C)C)=O tert-butyl (S,E)-3-((1-(tert-butoxycarbonyl)pyrrolidin-2-yl)methylene)-2-oxopyrrolidine-1-carboxylate